C(C1=CC=CC=C1)N1C2C(C2C=CC1=O)(C(=O)OCC)C1=CC=C(C=C1)OC ethyl 2-benzyl-7-(4-methoxyphenyl)-3-oxo-2-azabicyclo[4.1.0]hept-4-ene-7-carboxylate